2-fluoro-1-(3-(7-(4-methylpiperidine-1-carbonyl)-3-(4-(trifluoromethyl)phenyl)-1H-indazol-1-yl)azetidin-1-yl)prop-2-en-1-one FC(C(=O)N1CC(C1)N1N=C(C2=CC=CC(=C12)C(=O)N1CCC(CC1)C)C1=CC=C(C=C1)C(F)(F)F)=C